COC=1C=C(C=CC1)C#CC=1N=C(N(C1C)C=1C=NC(=CC1)C)C(=O)N 4-((3-Methoxyphenyl)ethynyl)-5-methyl-1-(6-methylpyridin-3-yl)-1H-imidazole-2-carboxamide